(dimethylamino)-N-(2-(pyridin-4-yl)ethyl)but-2-enamide CN(C)C(C(=O)NCCC1=CC=NC=C1)=CC